CC1=C(C(=O)OC2=C(C=NC3=CC(=C(C=C23)Cl)C(F)(F)F)S(=O)(=O)N2CCSCC2)C=C(C=C1N)C1(CCC1)C#N 6-Chloro-3-thiomorpholinylsulfonyl-7-(trifluoromethyl)quinolin-4-ol methyl-3-amino-5-(1-cyanocyclobutyl)benzoate